CC1=CN=C(S1)C=1C=C(C(=O)N[C@H](C)C=2N=NC(=CC2)C(F)(F)F)C=C(C1)OC1CCN(CC1)CC(F)(F)F 3-(5-methyl-1,3-thiazol-2-yl)-5-{[1-(2,2,2-trifluoroethyl)piperidin-4-yl]oxy}-N-{(1R)-1-[6-(trifluoromethyl)pyridazin-3-yl]ethyl}benzamide